NC1=C(C=C(C(=O)OC)C=C1I)NCC1(CC1)CF Methyl 4-amino-3-(((1-(fluoromethyl) cyclopropyl) methyl) amino)-5-iodobenzoate